5,5'-(1,4-phenylene)bis{1-[6-(triethoxysilyl)hexyl]-1,2,3,4-tetrazole} C1(=CC=C(C=C1)C1=NN=NN1CCCCCC[Si](OCC)(OCC)OCC)C1=NN=NN1CCCCCC[Si](OCC)(OCC)OCC